3,5-bis(benzyloxy)pyridine C(C1=CC=CC=C1)OC=1C=NC=C(C1)OCC1=CC=CC=C1